BrCCCCCCOC(CCCC(OCCCC\C=C/CC)OCCCC\C=C/CC)=O 5,5-bis(((Z)-oct-5-en-1-yl)oxy)pentanoic acid 6-bromohexyl ester